NC(C)(C)C1=C(C=CC=C1)C=1C(=CC2=C(C1)N1[C@H]3C4=C(C(N[C@@H](C1=N2)C3)=O)C=CC=C4OC(F)(F)F)F (7R,14R)-11-((2-aminopropan-2-yl)phenyl)-10-fluoro-1-(trifluoromethoxy)-6,7-dihydro-7,14-methanobenzimidazo[1,2-b][2,5]benzodiazocin-5(14H)-one